C1(=CC=CC=C1)C(C=1C=CC(=C(C(=O)O)C1)N)C=1C=CC(=C(C(=O)O)C1)N 5,5'-(phenylmethylene)bis(2-aminobenzoic acid)